CS(=O)(=O)C1=CC=C(CNC(=O)C=2C(N(C(=C(C2)C=2N(N=CC2)C)C)C2=C(C=CC=C2)C(F)(F)F)=O)C=C1 6-methyl-5-(2-methyl-2H-pyrazol-3-yl)-2-oxo-1-(trifluoromethylphenyl)-1,2-dihydro-pyridine-3-carboxylic acid 4-methanesulfonyl-benzylamide